boron-magnesium-zinc [Zn].[Mg].[B]